(R)-1-((10-hydroxy-7-(4,4,4-trifluoro-2-(2,2,2-trifluoroethyl)butanoyl)-7-azaspiro[4.5]decan-10-yl)methyl)-N,N-dimethyl-6-oxo-4-phenyl-1,6-dihydropyridine-3-carboxamide O[C@@]1(CCN(CC12CCCC2)C(C(CC(F)(F)F)CC(F)(F)F)=O)CN2C=C(C(=CC2=O)C2=CC=CC=C2)C(=O)N(C)C